C(N)(OC(C)(C)C)=O.C(N)(OC1=NC=CC(=C1F)C1=NC(=C(C=C1)O)C(C(C(=O)C1CCN(CC1)C(C)C)C)=O)=O Tert-butyl (3'-fluoro-5-hydroxy-6-(3-(1-isopropylpiperidin-4-yl)-2-methyl-3-oxopropionyl)-[2,4'-bipyridyl]-2'-yl) dicarbamate